N1(CCN(CC1)CCN)CCN Piperazine-1,4-diethylamine